FC=1C=C(C=CC1F)C=1C=C2C(=NC1)N(C(N2CC=2C=NN(C2)C)=O)C 6-(3,4-difluorophenyl)-3-methyl-1-[(1-methylpyrazol-4-yl)methyl]imidazo[4,5-b]pyridin-2-one